ClC1=CC=C(C(=N1)OCCCNC(OC(C)(C)C)=O)[N+](=O)[O-] tert-Butyl (3-((6-chloro-3-nitropyridin-2-yl)oxy)propyl)carbamate